5-guanylvaleramide C(N)(=N)CCCCC(=O)N